4-amino-1-(4-bromophenyl)pyrrolidin-2-one NC1CC(N(C1)C1=CC=C(C=C1)Br)=O